5-fluoro-4-(4-methylpiperazin-1-yl)pyrimidin FC=1C(=NC=NC1)N1CCN(CC1)C